N1(C=NC=C1)C(=O)N1N=CCC1C=1N=CSC1 (1H-imidazol-1-yl)(5-(thiazol-4-yl)-4,5-dihydro-1H-pyrazol-1-yl)methanone